(3R)-1-butyl-2,5-dioxo-3-((1R)-1-hydroxy-1-cyclohexylmethyl)-9-(4-(4-methylaminocarbonyl-2-methoxyphenoxy)phenylmethyl)-1,4,9-triazaspiro[5.5]undecane C(CCC)N1C([C@H](NC(C12CCN(CC2)CC2=CC=C(C=C2)OC2=C(C=C(C=C2)C(=O)NC)OC)=O)[C@@H](C2CCCCC2)O)=O